COCC1=C(C=C(C=N1)N1CCN(CC1)C(=O)OCC1=CC=CC=C1)B1OC(C(O1)(C)C)(C)C benzyl 4-[6-(methoxymethyl)-5-(4,4,5,5-tetramethyl-1,3,2-dioxaborolan-2-yl) pyridin-3-yl]piperazine-1-carboxylate